N1=CNC2=NC=CC(=C21)C=2C(=NN(C2)C2=CC=C(C=N2)C(C(F)(F)F)N)S(=O)(=O)C 1-(6-(4-(3H-imidazo[4,5-b]pyridin-7-yl)-(methylsulfonyl)1H-pyrazol-1-yl)pyridin-3-yl)-2,2,2-trifluoroethanamine